N[C@@H]1CN(CC1)C(=O)C=1C=C(C(=CC1)C1=CC=C(C=C1)C)C1=CC=C(C=C1)C(F)(F)F (S)-(3-aminopyrrolidin-1-yl)(4-methyl-4''-(trifluoromethyl)-[1,1':2',1''-terphenyl]-4'-yl)methanone